N-(3-bromo-5-chloroisonicotinoyl)-O-((1R,3R)-3-(2-(5,6,7,8-tetrahydro-1,8-naphthyridin-2-yl)ethyl)cyclobutyl)-L-homoserine BrC1=C(C(=O)N[C@@H](CCOC2CC(C2)CCC2=NC=3NCCCC3C=C2)C(=O)O)C(=CN=C1)Cl